NC(COC1=C(C=C(C=C1C)OB(O)O)C)C (4-(2-aminopropoxy)-3,5-dimethylphenyl)boric acid